monostearyl hydrogen phosphite P(OCCCCCCCCCCCCCCCCCC)(O)[O-]